O1CCN(CC1)C=1C=C(C=C(C1)N1CCC(CC1)C1=CC=C(C=C1)C(F)(F)F)C1(COC1)O 3-(3-morpholino-5-(4-(4-(trifluoromethyl)phenyl)piperidin-1-yl)phenyl)oxetan-3-ol